C(=C)[Si](OCC)(OCC)OCC vinyl-tri(ethoxy)silane